4'-Fluoro-2'-(5-methyl-1H-1,2,3-triazol-4-yl)-[1,1'-biphenyl]-3-amine FC1=CC(=C(C=C1)C1=CC(=CC=C1)N)C=1N=NNC1C